5-[(4-methoxyphenyl)methylamino]-2-methyl-1-[4-(4-quinoxalin-2-ylpyrazol-1-yl)-1-piperidyl]pentan-1-one COC1=CC=C(C=C1)CNCCCC(C(=O)N1CCC(CC1)N1N=CC(=C1)C1=NC2=CC=CC=C2N=C1)C